FC=1C=C(C=NC1)NS(=O)(=O)C1=CC=C(C=C1)NC(NCC=1C=NC=CC1)=O 3-{4-[(5-fluoropyridin-3-yl)sulfamoyl]phenyl}-1-(pyridin-3-ylmethyl)urea